C(CCC=C)OC1=C(C=CC(=N1)C(=O)O)C(F)(F)F 6-pent-4-enoxy-5-(trifluoromethyl)pyridine-2-carboxylic acid